Laurylcitrat C(CCCCCCCCCCC)C(C(=O)[O-])C(O)(C(=O)[O-])CC(=O)[O-]